The molecule is a member of the class of 1,3,5-triazinanes that is 6-sulfanylidene-1,3,5-triazinane-2,4-dione in which the hydrogens attached to the nitrogens adjacent to the thioxo group have been replace by methyl groups and in which the hydrogen attached to the remaining nitrogen has replaced by a 2,2,7-trifluoro-3-oxo-4-(prop-2-yn-1-yl)-3,4-dihydro-1,4-benzoxazin-6-yl group. A protoporphyrinogen oxidase inhibitor, it is used as a herbicide. It has a role as a herbicide, an EC 1.3.3.4 (protoporphyrinogen oxidase) inhibitor and an agrochemical. It is a benzoxazine, a member of 1,3,5-triazinanes and an organofluorine compound. CN1C(=O)N(C(=O)N(C1=S)C)C2=CC3=C(C=C2F)OC(C(=O)N3CC#C)(F)F